benzo[d]thiazol-2-yl(4-(2-(trifluoromethyl)phenyl)piperidin-1-yl)methanone S1C(=NC2=C1C=CC=C2)C(=O)N2CCC(CC2)C2=C(C=CC=C2)C(F)(F)F